N[C@@H](CCCCN)C(=O)N[C@@H](CC(C)C)C(=O)N[C@@H](CC1=CC=C(C=C1)O)C(=O)O L-lysyl-L-leucyl-L-tyrosine